(2S)-2-(4-bromo-2-ethynylphenoxy)propionic acid BrC1=CC(=C(O[C@H](C(=O)O)C)C=C1)C#C